BrCCCCS(=O)(=O)N (3-Bromo-propyl)-methanesulfonamide